BrC1=C2C=CC=CC2=C(C2=CC=CC=C12)C1=CC=C(C=C1)N1C2=CC=CC=C2C=2C=CC=CC12 9-(4-(10-bromoanthracen-9-yl)phenyl)-9H-carbazole